4-amino-7-(pyridazin-3-yl)pyrrolo[1,2-a]quinoxaline-2-carboxylic acid ethyl ester C(C)OC(=O)C=1C=C2N(C3=CC=C(C=C3N=C2N)C=2N=NC=CC2)C1